BrC1=CC(=C(O[C@H](C(=O)O)CC)C=C1F)C(CC)(F)F (2S)-2-[4-bromo-2-(1,1-difluoropropyl)-5-fluorophenoxy]butanoic acid